C1(CCCCC1)N=C=NC1CCCCC1 N,N'-dicyclohexyl-methanediimine